rac-tert-Butyl 4-((2S,3R,4R)-1-acetyl-2-cyclopropyl-3-methyl-4-((4-methylpyrimidin-2-yl)amino)-1,2,3,4-tetrahydroquinolin-6-yl)-5,6-dihydropyridine-1(2H)-carboxylate C(C)(=O)N1[C@H]([C@@H]([C@H](C2=CC(=CC=C12)C1=CCN(CC1)C(=O)OC(C)(C)C)NC1=NC=CC(=N1)C)C)C1CC1 |r|